1-phenyl-1-(4-chlorophenyl)-propenol C1(=CC=CC=C1)C(C=C)(O)C1=CC=C(C=C1)Cl